COC1=CC=C(C=C1)C1=NC2=CC=CC=C2C(=C1)NCCC(=O)OC(C)(C)C tert-butyl 3-((2-(4-methoxyphenyl)quinolin-4-yl)amino)propanoate